ON=C(N)C=1N=NC(=CC1)NC=1OC(=CN1)C1=CC=C(C=C1)C(F)(F)F N'-hydroxy-6-((5-(4-(trifluoromethyl)phenyl)oxazol-2-yl)amino)pyridazine-3-carboxamidine